C(C1=CC=CC=C1)(=O)C(CN(S(=O)(=O)C1=CC=CC=C1)S(=O)(=O)C1=CC=CC=C1)C(C)(C)F N-(2-benzoyl-3-fluoro-3-methylbutyl)-N-(phenylsulfonyl)benzenesulfonylamine